6-bromo-5-(2-chlorophenyl)[1,3]thiazolo[4,5-b]pyridine BrC=1C=C2C(=NC1C1=C(C=CC=C1)Cl)N=CS2